1-(2-(1-(4-fluorophenyl)-6-methyl-1H-indazol-5-yl)-4-((2-methyl-2H-1,2,3-triazol-4-yl)sulfonyl)piperazin-1-yl)ethan-1-one FC1=CC=C(C=C1)N1N=CC2=CC(=C(C=C12)C)C1N(CCN(C1)S(=O)(=O)C1=NN(N=C1)C)C(C)=O